BrCCC1=CC=C(C=C1)Cl 1-(2-bromoethyl)-4-chloro-benzene